(8R,9S,10R,13S,14S,17Z)-17-ethylidene-10,13-dimethyl-1,2,6,7,8,9,11,12,14,15-decahydrocyclopenta[a]phenanthrene-3,16-dione C(/C)=C\1/C(C[C@H]2[C@@H]3CCC4=CC(CC[C@@]4([C@H]3CC[C@]12C)C)=O)=O